3-(chloromethyl)-2-methoxy-4-methylpyridine ClCC=1C(=NC=CC1C)OC